diethyl 2-(4-chloro-2-(methylthio)pyrimidin-5-yl)malonate ClC1=NC(=NC=C1C(C(=O)OCC)C(=O)OCC)SC